2-((3r,4r)-3-amino-4-fluoropiperidin-1-yl)-1-((5-cyanopyridin-2-yl)methyl)-1H-benzo[d]imidazole-6-carbonitrile N[C@@H]1CN(CC[C@H]1F)C1=NC2=C(N1CC1=NC=C(C=C1)C#N)C=C(C=C2)C#N